6-Chloro-N-ethyl-4-{4-[(4-methoxyphenyl)methoxy]-2-(4-methyl-1,2,4-triazol-3-yl)phenyl}pyridin-2-amine ClC1=CC(=CC(=N1)NCC)C1=C(C=C(C=C1)OCC1=CC=C(C=C1)OC)C1=NN=CN1C